C1(=CC=CC=C1)C1=CC(=NC=2N1N=CC2)C#N 7-phenylpyrazolo[1,5-a]pyrimidine-5-carbonitrile